Ethyl 3-((isoquinoline-1-carboxamido)methyl)-5-(3-methoxybenzyl)-4,5-dihydroisoxazole-5-carboxylate C1(=NC=CC2=CC=CC=C12)C(=O)NCC1=NOC(C1)(C(=O)OCC)CC1=CC(=CC=C1)OC